COC=1C=C2C(=CC=NC2=CC1OC)OC1=CC=C(C=C1)C1C(C1)(C(=O)N)C(=O)NC1=CC=C(C=C1)F {4-[(6,7-dimethoxyquinolin-4-yl)oxy]phenyl}-N'-(4-fluorophenyl)cyclopropane-1,1-dicarboxamide